ClC1=CC=C2C(=N1)N=C(O2)N2CCN(CC2)C(=O)C2=CC=C(C=C2)C=2N=NN(C2)CC(F)(F)F (4-(5-chlorooxazolo[4,5-b]pyridin-2-yl)piperazin-1-yl)(4-(1-(2,2,2-trifluoroethyl)-1H-1,2,3-triazol-4-yl)phenyl)methanone